Butyl-5-(diaminomethylene)-3-(3-methyl-1-(oxetan-3-ylmethyl)-2,4-dioxo-1,3-diazadispiro[4.1.57.15]tridecan-10-yl)pyrimidine-2,4,6(1H,3H,5H)-trione C(CCC)N1C(N(C(C(C1=O)=C(N)N)=O)C1CCC2(CC3(C(N(C(N3CC3COC3)=O)C)=O)C2)CC1)=O